5-((1-methyl-1H-indazol-6-yl)methylene)-3,5-dihydro-4H-imidazol-4-one CN1N=CC2=CC=C(C=C12)C=C1C(NC=N1)=O